[Si](C1=CC=CC=C1)(C1=CC=CC=C1)(C(C)(C)C)OCC1=C[C@H]([C@H]2[C@@H]1OC(O2)(C)C)N2C=CC1=C2N=CN=C1C 7-((3aS,4R,6aR)-6-(((tert-Butyldiphenylsilyl)oxy)methyl)-2,2-dimethyl-3a,6a-dihydro-4H-cyclopenta[d][1,3]dioxol-4-yl)-4-methyl-7H-pyrrolo[2,3-d]pyrimidine